FC=1C(=CC=C2C=NN(C12)C)C=1C=2C(=NN(C2C=CC1)CC(=O)NCC(=O)NCC(=O)O)C1CCN(CC1)C(CCC(C)=O)=O (2-(7'-fluoro-1'-methyl-3-(1-(4-oxopentanoyl)piperidin-4-yl)-1H,1'H-[4,6'-biindazol]-1-yl)acetyl)glycylglycine